NC1CCC(CC1)NC1=CC(=C(C(=O)OC)C=C1)C#CCN methyl 4-((4-aminocyclohexyl)amino)-2-(3-aminoprop-1-yn-1-yl)benzoate